glucosyl-(1→6)-glucosyl-(1→2)-glucose C1([C@H](O)[C@@H](O)[C@H](O)[C@H](O1)CO)OC[C@@H]1[C@H]([C@@H]([C@H](C(O1)O[C@@H](C=O)[C@@H](O)[C@H](O)[C@H](O)CO)O)O)O